t-pentyl-sulfonamide C(C)(C)(CC)S(=O)(=O)N